C(C)(C)[C@H]1COCC(=N1)OC (S)-3-Isopropyl-5-methoxy-3,6-dihydro-2H-1,4-oxazine